C(CCCCCC(=O)OCC=C)(=O)OCC=C diallyl pimelate